C=CC=C.[Li] cis-lithium butadiene